N-(2-{[2-(4-nitrophenyl)-2-oxoethyl]Thio}ethyl)carbamic acid [N+](=O)([O-])C1=CC=C(C=C1)C(CSCCNC(O)=O)=O